C1(CCCCCCC1)NCC(C)C Cyclooctylamino-2-methylpropan